(8-(4-(N,N-dimethyl-sulfamoyl)phenyl)-2-(((1R,4R)-4-methoxy-cyclohexyl)amino)pyrido[4,3-d]pyrimidin-5-yl)benzamide CN(S(=O)(=O)C1=CC=C(C=C1)C1=CN=C(C2=C1N=C(N=C2)NC2CCC(CC2)OC)C2=C(C(=O)N)C=CC=C2)C